FC(C1=NC=C(CC=2C(=NC=CN2)N2CCN(CC2)C(C=C)=O)C=C1)(F)F 1-(4-(3-(6-(trifluoromethyl)nicotinyl)pyrazin-2-yl)piperazin-1-yl)prop-2-en-1-one